4-(methylsulfonyl)-2-(6-azaspiro[2.5]octan-6-yl)benzoyl chloride CS(=O)(=O)C1=CC(=C(C(=O)Cl)C=C1)N1CCC2(CC2)CC1